C(#N)C1=C(C=CC=C1)C(C(C)C=1N(C(C(=C(N1)C(=O)OCC)OC)=O)C)C=1C=NN(C1)C ethyl 2-[1-(2-cyanophenyl)-1-(1-methylpyrazol-4-yl)propan-2-yl]-5-methoxy-1-methyl-6-oxopyrimidine-4-carboxylate